tert-butyl 7-((2-(2,6-dioxopiperidin-3-yl)-1,3-dioxoisoindolin-4-yl)oxy)heptanoate O=C1NC(CCC1N1C(C2=CC=CC(=C2C1=O)OCCCCCCC(=O)OC(C)(C)C)=O)=O